CC1=C(OC2=C1C=CCC2)N methyl-2-amino-6,7-dihydrobenzofuran